3-methyl-2-(6-(((1r,2r,5r)-8-methyl-8-azabicyclo[3.2.1]oct-2-yl)amino)pyridazin-3-yl)-5-(trifluoromethyl)phenol CC=1C(=C(C=C(C1)C(F)(F)F)O)C=1N=NC(=CC1)N[C@H]1[C@H]2CC[C@@H](CC1)N2C